dihexyl adipate (dihexyl adipate) C(CCCCC)C(C(=O)O)(CCCC(=O)O)CCCCCC.C(CCCCC(=O)OCCCCCC)(=O)OCCCCCC